4-(4-methoxyphenyl)but-3-yn-2-amine COC1=CC=C(C=C1)C#CC(C)N